C(C)(C)C1(NC(=NC(=N1)NC)SC)N 2-isopropyl-N4-methyl-6-methylsulfanyl-1,3,5-triazine-2,4-diamine